N-([6-{{[(1,4-dioxan-2-yl)methyl]amino}methyl}imidazo[1,2-a]pyridin-2-yl]methyl)-4-oxo-4H-pyrido[1,2-a]pyrimidine-2-carboxamide O1C(COCC1)CNCC=1C=CC=2N(C1)C=C(N2)CNC(=O)C=2N=C1N(C(C2)=O)C=CC=C1